FC=1C=C(CC2=CC(=NC=C2)N2N=C(C=C2C)C(=O)OC)C=C(C1)C(F)(F)F methyl 1-(4-(3-fluoro-5-(trifluoromethyl) benzyl) pyridin-2-yl)-5-methyl-1H-pyrazole-3-carboxylate